2-[4-(cyclopropylmethylsulfanyl)-2,5-dimethoxyphenyl]ethylamine C1(CC1)CSC1=CC(=C(C=C1OC)CCN)OC